(1,3-dimethyl-7-((1-methylpiperidin-3-yl)methoxy)-2-oxo-1,2-dihydroquinolin-5-yl)-1-methyl-7-(1-methyl-1H-pyrazol-4-yl)-1,2,3,4-tetrahydroquinoxaline-6-carbonitrile CN1C(C(=CC2=C(C=C(C=C12)OCC1CN(CCC1)C)C1N(C2=CC(=C(C=C2NC1)C#N)C=1C=NN(C1)C)C)C)=O